5-Fluoro-6-(((1S,3S)-3-((7-fluoro-[1,2,4]triazolo[1,5-a]pyridin-2-yl)amino)cyclopentyl)aminopyridin-3-yl)-5,6-dihydro-7H-pyrrolo[3,4-b]pyridin-7-one FC1N(C(C2=NC=CC=C21)=O)C=2C(=NC=CC2)N[C@@H]2C[C@H](CC2)NC2=NN1C(C=C(C=C1)F)=N2